2-(3-Oxa-6-azabicyclo[3.1.1]heptan-6-yl)-6-isopropoxy-N-(6-methoxy-4-((1-(trifluoromethyl)-2-oxabicyclo[2.2.2]octan-4-yl)carbamoyl)pyridin-3-yl)benzo[d]thiazole-7-carboxamide C12COCC(N1C=1SC3=C(N1)C=CC(=C3C(=O)NC=3C=NC(=CC3C(NC31COC(CC3)(CC1)C(F)(F)F)=O)OC)OC(C)C)C2